tert-butyl (2S,4R)-4-((6-((5-(difluoromethoxy)-1H-pyrazol-3-yl)amino)pyrazin-2-yl)oxy)-2-ethylpiperidine-1-carboxylate FC(OC1=CC(=NN1)NC1=CN=CC(=N1)O[C@H]1C[C@@H](N(CC1)C(=O)OC(C)(C)C)CC)F